C(C(=O)C)(=O)O[13CH2]C=C [1-13C]allyl pyruvate